F[C@@H]1[C@](COC1)(C)N1CCC(CC1)C=1C=C2C=C(N=CC2=CC1C)NC(=O)[C@@H]1CC12COCC2 (1R,2R)-N-(6-(1-((3R,4R)-4-fluoro-3-methyltetrahydrofuran-3-yl)piperidin-4-yl)-7-methylisoquinolin-3-yl)-5-oxaspiro[2.4]heptane-1-carboxamide